(5-(5-fluoro-4,6-bis(methyl-d3)pyrimidin-2-yl)-3,3a,4,6a-tetrahydrocyclopenta[c]pyrrol-2(1H)-yl)(2-methoxy-5-(2H-1,2,3-triazol-2-yl)pyridin-4-yl)methanone FC=1C(=NC(=NC1C([2H])([2H])[2H])C=1CC2C(CN(C2)C(=O)C2=CC(=NC=C2N2N=CC=N2)OC)C1)C([2H])([2H])[2H]